N-[(1R,2S)-2-fluorocyclopropyl]-6-(4-formyl-2,3-dihydroindol-1-yl)-8-(methylamino)imidazo[1,2-b]pyridazine-3-carboxamide trifluoroacetate FC(C(=O)O)(F)F.F[C@@H]1[C@@H](C1)NC(=O)C1=CN=C2N1N=C(C=C2NC)N2CCC1=C(C=CC=C21)C=O